ethyl (3-(3-nitro-5-(pyridin-3-yl)-2-(2,2,2-trifluoroacetylamino) phenyl) prop-2-yn-1-yl) carbonate C(OCC)(OCC#CC1=C(C(=CC(=C1)C=1C=NC=CC1)[N+](=O)[O-])NC(C(F)(F)F)=O)=O